C(C)(C)C1=C(OC2OC(CCC2)OP(=O)(O)O)C(=CC=C1)C(C)C.C(CCCCCCCCCCC)OC(CCNCCC(=O)[O-])=O.[Na+].[Na+].C(CCCCCCCCCCC)OC(CCNCCC(=O)[O-])=O disodium lauryl-imino-dipropionate 2-(2,6-diisopropylphenoxy)tetrahydropyran-6-yl-dihydrogenphosphate